C1(CCC(N1OC(CCCCCCC(=O)ON1C(CCC1=O)=O)=O)=O)=O suberic acid Disuccinimidyl ester